bis(2,4-di-tert-butyl-6-methylphenyl)ethyl phosphate P(=O)(OCC(C1=C(C=C(C=C1C)C(C)(C)C)C(C)(C)C)C1=C(C=C(C=C1C)C(C)(C)C)C(C)(C)C)([O-])[O-]